6-Cyclopropyl-4-(difluoromethoxy)-N-(2-ethoxyphenyl)sulfonyl-benzofuran-2-carboxamide C1(CC1)C1=CC2=C(C=C(O2)C(=O)NS(=O)(=O)C2=C(C=CC=C2)OCC)C(=C1)OC(F)F